3-(2-chloroethoxy)-propylene ClCCOCC=C